(4S)-1-((7-((R)-3-Cyclohexyl-2-methylpropanoyl)-10-hydroxy-7-azaspiro[4.5]decan-10-yl)methyl)-4-phenylpyrrolidin-2-one C1(CCCCC1)C[C@H](C(=O)N1CC2(CCCC2)C(CC1)(O)CN1C(C[C@H](C1)C1=CC=CC=C1)=O)C